ethoxybis(2,6-di-t-butylphenoxy)aluminum C(C)O[Al](OC1=C(C=CC=C1C(C)(C)C)C(C)(C)C)OC1=C(C=CC=C1C(C)(C)C)C(C)(C)C